2-(1-(3-(2-phenyloxazol-5-yl)phenyl)cyclopropyl)-3,5,6,7,8,9-hexahydro-4H-pyrimido[5,4-c]azepin-4-one C1(=CC=CC=C1)C=1OC(=CN1)C=1C=C(C=CC1)C1(CC1)C=1NC(C=2CNCCCC2N1)=O